3-[[7-[1-(azetidin-3-yl)-6-chloro-3,4-dihydro-2H-quinolin-8-yl]thieno[3,2-b]pyridin-2-yl]methyl]-6,6-dimethyl-3-azabicyclo[3.1.0]hexane-2,4-dione, formic acid salt C(=O)O.N1CC(C1)N1CCCC2=CC(=CC(=C12)C1=C2C(=NC=C1)C=C(S2)CN2C(C1C(C1C2=O)(C)C)=O)Cl